3-(2-amino-6-chloro-5-(2-methoxybenzyl)pyrimidin-4-yl)propan-1-ol NC1=NC(=C(C(=N1)CCCO)CC1=C(C=CC=C1)OC)Cl